OCC=1C=C(C=CC1)B(O)O (3-(hydroxymethyl)phenyl)boronic acid